C1(=CC=CC=C1)C(CCN[C@@H](CC(C)C)C(=O)OC)OC1=CC=C(C=C1)C(F)(F)F methyl (3-phenyl-3-(4-(trifluoromethyl)phenoxy)propyl)-L-leucinate